[N+](=O)([O-])[O-].[NH2+]1CCOCC1 Morpholinium nitrat